C(CCCCCCCCCCCCCCCCC)(=O)O.C(CCCCCCCCCCCCCCCCC)(=O)O.C[C@]([C@H](C=O)O)(O)[C@H](O)[C@H](O)CO 3-Methyl-Glucose Distearate